C(C1=CC=C(C=C1)N1CC(CC1=O)C(=O)O)C1=CC=C(C=C1)N1CC(CC1=O)C(=O)O 1,1'-(methylenebis(4,1-phenylene))bis(5-oxopyrrolidine-3-carboxylic acid)